BrC1=CC=2C[C@@H]3N(CC2C=C1)[C@@H](CN(C3)C3=C1C=CC=NC1=C(C=C3)C#N)C 5-[(4R,11aS)-9-bromo-4-methyl-1,3,4,6,11,11a-hexahydropyrazino[1,2-b]isoquinolin-2-yl]quinoline-8-carbonitrile